N1(CCC1)C12CCC(CC1)(CC2)CN2N=C(C=1CN(CCC12)C1=C2C(=NC(=C1)C)N(N=C2)C)C 1-((4-(azetidin-1-yl)bicyclo[2.2.2]octan-1-yl)methyl)-5-(1,6-dimethyl-1H-pyrazolo[3,4-b]pyridin-4-yl)-3-methyl-4,5,6,7-tetrahydro-1H-pyrazolo[4,3-c]pyridine